4-benzyl-6,7,8,9-tetrahydroimidazo[1,2-a]pyrido[3,4-e]pyrimidine-5(4H)-one C(C1=CC=CC=C1)N1C=2N(C3=C(C1=O)CNCC3)C=CN2